1,2-diamino-4-trifluoromethoxybenzene NC1=C(C=C(C=C1)OC(F)(F)F)N